2-(6-(5-chloro-2-((oxacyclohex-4-yl)amino)pyrimidin-4-yl)-1-oxoisoindolin-2-yl)-N-((R)-1-(m-tolyl)ethyl)propionamide ClC=1C(=NC(=NC1)NC1CCOCC1)C1=CC=C2CN(C(C2=C1)=O)C(C(=O)N[C@H](C)C=1C=C(C=CC1)C)C